BrC1=CN=C2N1C(=CC=C2)Cl 3-bromo-5-chloroimidazo[1,2-a]pyridine